(2,6-Dichloropyridin-4-yl)methyl L-glutamate hydrochloride Cl.N[C@@H](CCC(=O)O)C(=O)OCC1=CC(=NC(=C1)Cl)Cl